ClC=1C=NC(=NC1)[C@H]([C@H](C)S(=O)(=O)NC1=NN=C(N1C=1C(=NC=NC1OC)OC)CC(C)(C)C)C (2S,3R)-3-(5-chloro-2-pyrimidinyl)-N-(4-(4,6-dimethoxy-5-pyrimidinyl)-5-(2,2-dimethylpropyl)-4H-1,2,4-triazol-3-yl)-2-butanesulfonamide